propyl (S)-2-(2-methoxy-3-((7-(5-methyl-1,2,4-oxadiazol-3-yl) isoquinolin-1-yl) amino) propionylamino)-4-methylthiazole-5-carboxylate CO[C@H](C(=O)NC=1SC(=C(N1)C)C(=O)OCCC)CNC1=NC=CC2=CC=C(C=C12)C1=NOC(=N1)C